N-[(2R)-3-hydroxy-3-methylbut-2-yl]-3-oxo-2-(pyridin-3-yl)-6-[4-(trifluoromethoxy)-phenyl]-2,3-dihydropyridazine-4-carboxamide OC([C@@H](C)NC(=O)C=1C(N(N=C(C1)C1=CC=C(C=C1)OC(F)(F)F)C=1C=NC=CC1)=O)(C)C